1-[2-(1-methyl-5-oxo-4,5-dihydro-1H-1,2,4-triazol-3-yl)acetyl]pyrrolidine-2-carboxamide CN1N=C(NC1=O)CC(=O)N1C(CCC1)C(=O)N